2,4,6-trisulphonyl-phenol S(=O)(=O)=C1C(C(CC(C1)=S(=O)=O)=S(=O)=O)O